4-chloro-5-nitro-1H-benzo[d]imidazole ClC1=C(C=CC=2NC=NC21)[N+](=O)[O-]